(4-(N-tert-butylsulfamoyl)phenylcarbamoyl)pyrrolidine-1-carboxylate C(C)(C)(C)NS(=O)(=O)C1=CC=C(C=C1)NC(=O)OC(=O)N1CCCC1